CC1=C(C(=O)N[C@H](C)C2=CC(=NC3=CC=CC=C23)C=2C=NN(C2)C)C=C(C=C1)N1CCN(CC1)C (R)-2-methyl-N-(1-(2-(1-methyl-1H-pyrazol-4-yl)quinolin-4-yl)ethyl)-5-(4-methylpiperazin-1-yl)benzamide